methyl 4-(2-(3-(benzyloxy) cyclobutyl)-3-fluorophenyl)-2-methyl-5-oxo-1,4,5,7-tetrahydrofurano[3,4-b]pyridine-3-carboxylate C(C1=CC=CC=C1)OC1CC(C1)C1=C(C=CC=C1F)C1C2=C(NC(=C1C(=O)OC)C)COC2=O